FC1=C(C=CC(=C1F)F)C1(N=C(C(=N1)C1=CC(=CC=C1)OC)C1=CC(=CC=C1)OC)C1(N=C(C(=N1)C1=CC(=CC=C1)OC)C1=CC(=CC=C1)OC)C1=C(C(=C(C=C1)F)F)F bis-(2,3,4-trifluorophenyl)-4,4',5,5'-tetrakis-(3-methoxyphenyl)-biimidazole